C(C)OC=1C(=NC=CC1)OC=1C=C(C=CC1)C1=CN=CC(=N1)NC(CC1=CC=C(C=C1)CC(C(=O)O)(C)C)=O 3-(4-(2-((6-(3-((3-ethoxypyridin-2-yl)oxy)phenyl)pyrazin-2-yl)amino)-2-oxoethyl)phenyl)-2,2-dimethylpropanoic acid